5-{(3R)-1-[((R)-2,2-difluorocyclopropyl)(1H-1,2,4-triazol-5-yl)methyl]-5',6'-dihydrospiro[pyrrolidine-3,4'-pyrrolo[1,2-b]pyrazol]-2'-yl}-3-(trifluoromethyl)pyridin-2-amine FC1([C@H](C1)C(N1C[C@]2(CCN3N=C(C=C32)C=3C=C(C(=NC3)N)C(F)(F)F)CC1)C1=NC=NN1)F